4-Fluoro-3-methyl-phenyl-3-methyl-1-(oxetan-2-ylmethyl)imidazo[4,5-b]pyridin-2-one FC1=C(C=C(C=C1)C1=CC=C2C(=N1)N(C(N2CC2OCC2)=O)C)C